difluoro-2-(p-tolyl)acetamide FC(C(=O)N)(C1=CC=C(C=C1)C)F